NC1=C(C=CC(=C1)NCC1=CC=C(C=C1)O)NC([C@H]([C@H](CCCCCCC)F)F)=O (2R,3S)-N-(2-amino-4-((4-hydroxybenzyl)amino)phenyl)-2,3-difluorodecanamide